methyl (R)-7-(benzyloxy)-1-((2-((tert-butoxycarbonyl) amino) propyl) amino)-3H-pyrrolo[3,2-f]quinoline-2-carboxylate C(C1=CC=CC=C1)OC1=NC2=CC=C3C(=C2C=C1)C(=C(N3)C(=O)OC)NC[C@@H](C)NC(=O)OC(C)(C)C